5-bromo-2-(10-(4-(naphthalen-1-yl)phenyl)anthracen-9-yl)pyridine BrC=1C=CC(=NC1)C=1C2=CC=CC=C2C(=C2C=CC=CC12)C1=CC=C(C=C1)C1=CC=CC2=CC=CC=C12